2-(4-chlorophenyl)tetrahydropyrrole ClC1=CC=C(C=C1)C1NCCC1